FC=1C(=CC2=C(N=C(S2)C2=C3N=CC(=NC3=CC(=C2)C)COC)C1C)OC 5-fluoro-6-methoxy-2-(2-(methoxymethyl)-7-methylquinoxalin-5-yl)-4-methylbenzo[d]thiazole